6-(4-Methylpiperazin-1-yl)pyridin-3-amine CN1CCN(CC1)C1=CC=C(C=N1)N